C1(CCCC1)OC(CN1C=2N(CC[C@H]1C(F)(F)F)C(C=C(N2)N2[C@@H](COCC2)C)=O)=O [(S)-8-((R)-3-Methylmorpholin-4-yl)-6-oxo-2-trifluoromethyl-3,4-dihydro-2H,6H-pyrimido[1,2-a]pyrimidin-1-yl]acetic acid cyclopentyl ester